C(C1=CC=CC=C1)OC=1C=CC2=C(C(=C(O2)C)C(=O)N)C1 5-(benzyloxy)-2-methylbenzofuran-3-carboxamide